N,N-dibenzyl-3-{2-[2-(trifluoromethoxy)ethoxy]pyrimidin-4-yl}bicyclo[1.1.1]pentan-1-amine C(C1=CC=CC=C1)N(C12CC(C1)(C2)C2=NC(=NC=C2)OCCOC(F)(F)F)CC2=CC=CC=C2